6-chloro-5'-(5-chloro-2-methylphenyl)-3'-isopropyl-2'-(2-methoxy-4-(trifluoromethoxy)phenyl)-3'H-spiro[indoline-3,4'-pyrrolo[3,4-d]imidazole]-2,6'(5'H)-dione ClC1=CC=C2C(=C1)NC(C21N(C(C=2N=C(N(C21)C(C)C)C2=C(C=C(C=C2)OC(F)(F)F)OC)=O)C2=C(C=CC(=C2)Cl)C)=O